ClC1=C(C=CC(=C1)C)C1=CC2=C(N=C(N=C2)S(=O)(=O)C)N(C1=O)C 6-(2-chloro-4-methylphenyl)-8-methyl-2-(methylsulfonyl)pyrido[2,3-d]pyrimidin-7(8H)-one